FC=1C=C(CC=2C=3N(C=C(N2)C2=NC(=NN2)C(F)F)C=CN3)C=C(C1C)F 8-(3,5-difluoro-4-methylbenzyl)-6-(3-(difluoromethyl)-1H-1,2,4-triazol-5-yl)imidazo[1,2-a]pyrazine